magnesium-zinc magnesium-manganese [Mn].[Mg].[Zn].[Mg]